4-bromo-N-[8-fluoro-2-methylimidazo[1,2-a]pyridin-6-yl]-2-methylindazole-7-carboxamide BrC=1C2=CN(N=C2C(=CC1)C(=O)NC=1C=C(C=2N(C1)C=C(N2)C)F)C